(5-bromo-1-(tetrahydro-2H-pyran-2-yl)-1H-indazol-3-yl)methanol BrC=1C=C2C(=NN(C2=CC1)C1OCCCC1)CO